6-(1-(1-Methylcyclobutyl)-1H-pyrazol-4-yl)pyridin-2-amine CC1(CCC1)N1N=CC(=C1)C1=CC=CC(=N1)N